NC1=C(C=CC=C1OC)C(C)=O 1-(2-amino-3-methoxyphenyl)ethanone